rac-(3aR,4R,7aS)-3a-(3,4-dimethoxyphenyl)-4-methylhexahydro-1λ2-indol-6(2H)-one COC=1C=C(C=CC1OC)[C@@]12CC[N][C@H]2CC(C[C@H]1C)=O |r|